C(#N)CCN(S(N[C@@H]1C[C@@H](C1)N(C=1C2=C(N=CN1)NC=C2)C)(=O)=O)C N-(2-cyanoethyl)-N-methyl-N'-{cis-3-[methyl(7H-pyrrolo[2,3-d]pyrimidin-4-yl)amino]cyclobutyl}sulfuric diamide